ClC=1N=C(SC1Cl)C(C)(C)NC=1C=CC2=C(N(N=C2C1)CC(=O)N)C 2-(6-((2-(4,5-dichlorothiazol-2-yl)propan-2-yl)amino)-3-methyl-2H-indazol-2-yl)acetamide